CN1CCN(CC1)C1=CC=C(C=C1)C=1C=CC=2N=CN(C(C2N1)=O)C(C(=O)O)C1=CC=CC=C1 2-(6-(4-(4-Methylpiperazin-1-yl)-phenyl)-4-oxopyrido[3,2-d]pyrimidin-3(4H)-yl)-2-phenylacetic acid